CN1N=CC(=C1)C1=C(CCN(C1)C(=O)OC(C)(C)C)C(=O)OCC 1-(tert-butyl) 4-ethyl 5-(1-methyl-1H-pyrazol-4-yl)-3,6-dihydropyridine-1,4(2H)-dicarboxylate